NC=1C2=C(N=CN1)N(C=C2Br)C=2C=C(C=CC2)NCC2=CC=C1C=CC(=NC1=C2)NC 7-{[(3-{4-amino-5-bromo-7H-pyrrolo[2,3-d]pyrimidin-7-yl}phenyl)amino]methyl}-N-methylquinolin-2-amine